C(CCCCC/C=C/C=C/C=C/C=C/C(=O)O)CCCCCO Hydroxyeicosatetraenoic acid